2-(6-(((1R,3S,5S)-1,5-dimethyl-8-azabicyclo[3.2.1]octan-3-yl)(methyl)amino)-4-fluoropyridazin-3-yl)-4-fluoro-5-(1H-pyrazol-4-yl)phenol C[C@]12CC(C[C@](CC1)(N2)C)N(C2=CC(=C(N=N2)C2=C(C=C(C(=C2)F)C=2C=NNC2)O)F)C